[N+](=O)([O-])C=1C=C2C(=CNC2=CC1)C1(NC2=CC=CC=C2C1=O)C1=CC=CC=C1 2-(5-nitro-1H-indol-3-yl)-2-phenylindol-3-one